The molecule is a dicarboxylic acid monoanion that is the conjugate base of galactaric acid. It has a role as a human metabolite. It is a galactaric acid anion and a dicarboxylic acid monoanion. It is a conjugate base of a galactaric acid. It is a conjugate acid of a galactarate(2-). [C@@H]([C@@H]([C@H](C(=O)[O-])O)O)([C@@H](C(=O)O)O)O